OC1=C(C=C(C=C1)OC)C(C(=O)OCCCC)(C)C butyl 2-(2-hydroxy-5-methoxyphenyl)-2-methylpropionate